N-(2-fluorophenyl)-N-methyl-pivalamide FC1=C(C=CC=C1)N(C(C(C)(C)C)=O)C